5-chloro-[1,6]Naphthyridine-7-carboxylic acid ClC1=C2C=CC=NC2=CC(=N1)C(=O)O